tert-butyl N-[3-(4-pyridyloxy)cyclobutyl]carbamate N1=CC=C(C=C1)OC1CC(C1)NC(OC(C)(C)C)=O